FC=1C(=NC(=NC1)NC1=CC=C(C=C1)N1CCN(CC1)C)NCCCC(=O)NO 4-((5-fluoro-2-((4-(4-methylpiperazin-1-yl)phenyl)amino)pyrimidin-4-yl)amino)-N-hydroxybutyramide